C(C)(C)N[C@H]1[C@@H](CC1)O (1R,2R)-2-(isopropylamino)cyclobutan-1-ol